bis(3-ethyl-salicylidene)-1,2-phenylenediamine C(C)C1=C(C(C=NC2=C(C=CC=C2)N=CC=2C(O)=C(C=CC2)CC)=CC=C1)O